(2S,4S,6S)-2-methyl-6-(1-methyl-1H-1,2,3-triazol-4-yl)-4-(4-(trifluoromethyl)phenyl)piperidine-4-carbaldehyde C[C@@H]1N[C@@H](C[C@](C1)(C=O)C1=CC=C(C=C1)C(F)(F)F)C=1N=NN(C1)C